C(C)(C)(C)OC(=O)N1[C@@]2([C@@H](C(C[C@]1(CC2)C)=O)F)C |r| (±)-(1S,2S,5R)-2-fluoro-1,5-dimethyl-3-oxo-8-azabicyclo[3.2.1]Octane-8-carboxylic acid tert-butyl ester